COC(=O)C1=NC=C(C=C1F)OCCBr.COCCOCCOC=1C=C(C(=O)NC2=CC=C(C=C2)C#CC2=CC=CC3=CC=CC=C23)C=C(C1OCCOCCOC)OCCOCCOC 3,4,5-tris(2-(2-methoxyethoxy)ethoxy)-N-(4-(naphthalen-1-ylethynyl)phenyl)benzamide methyl-5-(2-bromoethoxy)-3-fluoropyridine-2-carboxylate